ClC=1C=C(OC2=CC=NC3=CC(=C(C=C23)C(=O)O)OC)C=CC1NC(=O)NC1CC1 4-[3-chloro-4-(cyclopropylaminocarbonyl)aminophenoxy]-7-methoxyquinoline-6-carboxylic acid